CC(C(=O)OC1(OCCO1)OC(C(CCCCC)(C)C)=O)(CCCCC)C 7'-(1,3-dioxolan-2,2-diyl) bis(2,2-dimethylheptanoate)